3-tert-butylaniline C(C)(C)(C)C=1C=C(N)C=CC1